3-ethynyl-1λ6-thiacyclopentane-1,1-dione C(#C)C1CS(CC1)(=O)=O